2-chloro-4-fluoro-5-(3,5-dimethyl-2,4,6-trioxo-1,3,5-triazin-1-yl)benzoic acid ClC1=C(C(=O)O)C=C(C(=C1)F)N1C(N(C(N(C1=O)C)=O)C)=O